C(C=C)(=O)N1C[C@H](C[C@@H]1COC)N1N=C(C(=C1NC)C(=O)N)C#CC1=CC2=CN(N=C2C=C1)C 1-((3s,5r)-1-propenoyl-5-(methoxymethyl)pyrrolidin-3-yl)-3-((2-methyl-2H-indazol-5-yl)ethynyl)-5-(methylamino)-1H-pyrazole-4-carboxamide